FCS=C([O-])C1=CC=2CCC2C=C1 S-(fluoromethyl)bicyclo[4.2.0]octa-1(6),2,4-triene-3-carbothioate